OCCCCCCOC1=CC=C(C(=O)C2=CC=C(C=C2)/C=C/C(=O)C2=CC=CC=C2)C=C1 (E)-3-[4-[4-(6-Hydroxyhexoxy)benzoyl]phenyl]-1-phenylprop-2-en-1-one